FC1=CC=C(C=C1)N1C(=C(C2=C(C=C(C=C12)C(F)(F)F)O)C1=CC=C(C(=O)O)C=C1)C1CCOCC1 4-[1-(4-fluorophenyl)-4-hydroxy-2-tetrahydropyran-4-yl-6-(trifluoromethyl)indol-3-yl]Benzoic acid